Bis(cyclopentadienyl)tin C1(C=CC=C1)[Sn]C1C=CC=C1